CC1=C(C=CC(=C1)OC1CCNCC1)C1C(NC(CC1)=O)=O 3-[2-methyl-4-(4-piperidyloxy)phenyl]piperidine-2,6-dione